4-phenethyl-4-(pyridin-2-yl)piperidine-1-carboxylic acid tert-butyl ester C(C)(C)(C)OC(=O)N1CCC(CC1)(C1=NC=CC=C1)CCC1=CC=CC=C1